C#C.[Bi] bismuth acetylene